FC(F)F (Z)-trifluoromethane